BrC1=CC(NC=C1OC)=O 4-bromo-5-methoxypyridin-2(1H)-one